C(C)(C)(C)OC(=O)N1C2(CC2)C[C@@H](C1)C1=CC=CC=C1.C[C@]1(CNCCC1NS(=O)(=O)C)COC1CCC(CC1)C1=CC=CC=C1 N-((3R)-3-methyl-3-((((1s,4S)-4-phenylcyclohexyl)oxy)methyl)piperidin-4-yl)methanesulfonamide tert-butyl-(R)-6-phenyl-4-azaspiro[2.4]heptane-4-carboxylate